tert-butyl (1-(3-fluoropropyl)pyrrolidin-3-yl)carbamate FCCCN1CC(CC1)NC(OC(C)(C)C)=O